NC1=NC=2C=CC(=CC2C2=C1CCC2)C(=O)N([C@H](C)C2=NC=CC=N2)CC=2N=NC(=CC2)OC 4-amino-N-((6-methoxy-3-pyridazinyl)methyl)-N-((1R)-1-(2-pyrimidinyl)ethyl)-2,3-dihydro-1H-cyclopenta[c]quinoline-8-carboxamide